benzo[B]thiophen-3(2H)-one 1,1-dioxide S1(C2=C(C(C1)=O)C=CC=C2)(=O)=O